1-((3,3-difluorocyclopentyl)methyl)-3-(difluoromethoxy)-N-(2-(methylthio)pyridin-4-yl)-4-(trifluoromethyl)-1H-pyrazole-5-carboxamide FC1(CC(CC1)CN1N=C(C(=C1C(=O)NC1=CC(=NC=C1)SC)C(F)(F)F)OC(F)F)F